dimethyl-2-methoxypyridin-4,5-dicarboxylic acid CC1=C(C(=C(C(=N1)OC)C)C(=O)O)C(=O)O